N1(N=NC2=C1C=CC=C2)C2=C(C=NC1=CC=C(C=C21)OC(F)(F)F)S(=O)(=O)C2=CC=C(C=C2)CC 4-(1H-benzo[d][1,2,3]triazol-1-yl)-3-((4-ethylphenyl)sulfonyl)-6-(trifluoromethoxy)quinoline